(S)-1'-(5-amino-3-(2,3-dichlorophenyl)-1,6-naphthyridin-7-yl)-1,3-dihydrospiro[indene-2,4'-piperidine] NC1=C2C=C(C=NC2=CC(=N1)N1CCC2(CC1)CC1=CC=CC=C1C2)C2=C(C(=CC=C2)Cl)Cl